5-[1-fluoro-3-hydroxy-7-(4-hydroxy-3,3-dimethylbutoxy)naphthalen-2-yl]-1λ6,2,5-thiadiazolidine-1,1,3-trione FC1=C(C(=CC2=CC=C(C=C12)OCCC(CO)(C)C)O)N1CC(NS1(=O)=O)=O